N-(2,4-Dichloro-3-(3-methyl-9-(1-methyl-1H-pyrazol-4-yl)imidazo[2,1-f][1,6]naphthyridin-2-yl)phenyl)acrylamide ClC1=C(C=CC(=C1C=1N=C2C=3C=C(C=NC3C=CN2C1C)C=1C=NN(C1)C)Cl)NC(C=C)=O